Aminodihydroimidazole NN1CNC=C1